COC(=O)C1=CC2=C(S1)C=CC(=C2)NC(=O)C=2N(C=C(C2)NC(=O)OC(C)(C)C)C 5-(4-((tert-butoxycarbonyl)amino)-1-methyl-1H-pyrrole-2-carboxamido)benzo[b]Thiophene-2-carboxylic acid methyl ester